4,5,6,7-tetracyano-2-trifluoromethyl-benzimidazole lithium salt [Li].C(#N)C1=C(C(=C(C=2N=C(NC21)C(F)(F)F)C#N)C#N)C#N